BrC=1SC=2C(N[C@@H](CN3C2C1OCC3)CO)=O (S)-2-bromo-7-(hydroxymethyl)-4,5,7,8-tetrahydro-3-oxa-1-thia-5a,8-diazabenzo[cd]azulen-9(6H)-one